N-(4-Methoxy-2-methyl-phenyl)-1-methyl-2-oxo-quinoline-3-carboxamide COC1=CC(=C(C=C1)NC(=O)C=1C(N(C2=CC=CC=C2C1)C)=O)C